N5-cyclopropyl-N3-methyl-1-((3-methyl-1-tosyl-1H-indol-4-yl)methyl)-2-oxo-1,2-dihydropyridine-3,5-dicarboxamide C1(CC1)NC(=O)C=1C=C(C(N(C1)CC1=C2C(=CN(C2=CC=C1)S(=O)(=O)C1=CC=C(C)C=C1)C)=O)C(=O)NC